FC=1C(=NC(=NC1)N[C@@H]1CC[C@H](CC1)NC(OC(C)(C)C)=O)C1=CC(=CC=C1)N1C(COCC1)=O trans-tert-butyl (4-((5-fluoro-4-(3-(3-oxomorpholino)phenyl)pyrimidin-2-yl)amino)cyclohexyl)carbamate